O=C1NC(CCC1N1C(C2=CC=C(C=C2C1=O)C1CCN(CC1)C(=O)OC(C)(C)C)=O)=O tert-butyl 4-(2-(2,6-dioxopiperidin-3-yl)-1,3-dioxoisoindolin-5-yl)piperidine-1-carboxylate